(2S,3S)-3-METHYL-1-(TETRAHYDRO-2H-PYRAN-4-YL)HEX-5-ENE-2-SULFONAMIDE C[C@H]([C@H](CC1CCOCC1)S(=O)(=O)N)CC=C